catechol diacrylate C(C=C)(=O)OC=1C(OC(C=C)=O)=CC=CC1